FC1=C(C(=CC=C1)OC)C=1N(C2=NC=NC(=C2N1)N1[C@H](CN(CC1)C(=O)OC(C)(C)C)C)C(C)C tert-butyl (S)-4-(8-(2-fluoro-6-methoxyphenyl)-9-isopropyl-9H-purin-6-yl)-3-methylpiperazine-1-carboxylate